OC1=CC=C(C=C1)C1C2C=CC(C1)C2 5-(4-hydroxyphenyl)-bicyclo[2.2.1]hept-2-ene